BrC=1C=C(C=CC1)C(C(=O)NNC(NC)=S)C1CC1 2-(2-(3-bromophenyl)-2-cyclopropylacetyl)-N-methylhydrazine-1-carbothioamide